O=C1CCN(CC1)C(C(=O)OCC)C1=CC=CC=C1 ethyl 2-(4-oxopiperidin-1-yl)-2-phenylacetate